C1(CC1)C=1C2=C(N=C(N1)NC1=CC=C(C=3OCCOC31)C(=O)N3CCOCC3)NC=C2C#N 4-cyclopropyl-2-((8-(morpholine-4-carbonyl)-2,3-dihydrobenzo[b][1,4]dioxin-5-yl)amino)-7H-pyrrolo[2,3-d]pyrimidine-5-carbonitrile